OC1=NC=2N(C=C1)N=CC2C(=O)OCC Ethyl 5-Hydroxypyrazolo[1,5-a]pyrimidin-3-carboxylate